Cl.CC1=CC(=NC(=N1)C(F)(F)F)N1CC2(CC1)CCNCC2 2-(6-methyl-2-(trifluoromethyl)pyrimidin-4-yl)-2,8-diazaspiro[4.5]decane hydrochloride